8-(aminomethyl)-5-(2-(aminomethyl)piperazin-1-yl)-2,3-dihydro-1,4-benzodioxine NCC1=CC=C(C2=C1OCCO2)N2C(CNCC2)CN